1-(2-(3,4-Dimethoxyphenyl)-2-oxoethyl)-2,6-dimethylpyridin-4(1H)-one COC=1C=C(C=CC1OC)C(CN1C(=CC(C=C1C)=O)C)=O